C(C)OC(=O)C1(CCOCC1)CC=O 4-(2-oxoethyl)tetrahydropyran-4-carboxylic acid ethyl ester